FC(C1=NN(C(=N1)C(=O)N1[C@@H](C2=C(CC1)NC=N2)C=2OC1=C(N2)C(=CC=C1)C)C)F (S)-(3-(difluoromethyl)-1-methyl-1H-1,2,4-triazol-5-yl)(4-(4-methylbenzo[d]oxazol-2-yl)-6,7-dihydro-1H-imidazo[4,5-c]pyridin-5(4H)-yl)methanone